COC1=C(C=C(C=C1)OC1=CC=C(C=C1)C(F)(F)F)NC(=O)C1NC(NC1)=O N-(2-Methoxy-5-(4-(trifluoromethyl)phenoxy)phenyl)-2-oxoimidazolidine-4-carboxamide